4-(5,8-dioxaspiro[3.4]oct-2-yl)phenol C1C(CC12OCCO2)C2=CC=C(C=C2)O